tert-butyl N-cyclopropyl-N-[1-[2-methoxy-7-[(6-methoxy-2-methyl-indazol-5-yl)carbamoyl]pyrazolo[1,5-a]-pyridin-4-yl]-4-piperidyl]carbamate C1(CC1)N(C(OC(C)(C)C)=O)C1CCN(CC1)C=1C=2N(C(=CC1)C(NC1=CC3=CN(N=C3C=C1OC)C)=O)N=C(C2)OC